ClC1=CC(=C(O[C@H](C(=O)O)C)C=C1F)C1=CC=NO1 (S)-2-[4-chloro-5-fluoro-2-(5-isoxazolyl)phenoxy]propionic acid